1,1-bis(4-hydroxyphenyl)n-decane tert-butyl-4-[2-[3-(p-tolylsulfonyloxy)propoxy]ethoxy]piperidine-1-carboxylate C(C)(C)(C)OC(=O)N1CCC(CC1)OCCOCCCOS(=O)(=O)C1=CC=C(C=C1)C.OC1=CC=C(C=C1)C(CCCCCCCCC)C1=CC=C(C=C1)O